C(#C)C1=C(C=CC=C1)C(=O)O ethynyl-phenyl-carboxylic acid